3-[3-(4-{[6-([(2R)-2-hydroxy-2-[4-hydroxy-3-(hydroxymethyl)phenyl]ethyl]amino)hexyl]oxy}butyl)-phenyl]imidazolidine-2,4-dione O[C@@H](CNCCCCCCOCCCCC=1C=C(C=CC1)N1C(NCC1=O)=O)C1=CC(=C(C=C1)O)CO